6-iodo-3-((8-methoxy-2-(pyridin-3-yl)-2,3-dihydrobenzo[b][1,4]dioxin-6-yl)methyl)-3H-imidazo[4,5-b]pyridine IC=1C=C2C(=NC1)N(C=N2)CC2=CC1=C(OC(CO1)C=1C=NC=CC1)C(=C2)OC